ClC=1C=C(C=CC1OC(F)(F)F)N(C(C#C[Si](C(C)C)(C(C)C)C(C)C)=O)C(C(C)(C)C)C=1N=NNN1 N-(3-chloro-4-(trifluoromethoxy)phenyl)-N-(2,2-dimethyl-1-(2H-tetrazol-5-yl)propyl)-3-(triisopropylsilyl)propiolamide